3-((4-(2-((4-oxa-7-azaspiro[2.5]octan-5-yl)methyl)-5-chloro-3-methylphenyl)pyrrolo[2,1-f][1,2,4]triazin-6-yl)methyl)-6,6-dimethyl-3-azabicyclo[3.1.0]hexane-2,4-dione C1CC12OC(CNC2)CC2=C(C=C(C=C2C)Cl)C2=NC=NN1C2=CC(=C1)CN1C(C2C(C2C1=O)(C)C)=O